Tert-butyl (E)-4-(4-(5-hydroxy-6-((hydroxyimino)methyl)pyridin-2-yl)butyl)piperazine-1-carboxylate OC=1C=CC(=NC1/C=N/O)CCCCN1CCN(CC1)C(=O)OC(C)(C)C